tert-butyl N-(3-ethyl-4,5,6,7-tetrahydrobenzothiophen-5-yl)-N-methyl-carbamate C(C)C1=CSC2=C1CC(CC2)N(C(OC(C)(C)C)=O)C